indeno[5,4-f]quinolin-2-one N=1C(C=CC2=C3C(C=CC12)=C1C=CC=C1C=C3)=O